Tert-butyl (R)-(1-(5-(4-amino-1-(4-(methoxymethyl)-2,6-dimethylphenyl)-6-oxo-1,6-dihydropyrimidine-5-carboxamido)pyridin-3-yl)butyl)carbamate NC=1N=CN(C(C1C(=O)NC=1C=C(C=NC1)[C@@H](CCC)NC(OC(C)(C)C)=O)=O)C1=C(C=C(C=C1C)COC)C